FC1=C(C=CC=C1)N1CCN(CC1)CC1=CC=C(C=C1)CC=1C=2C3=C(C(N(C3=CC1)C1C(NC(CC1)=O)=O)=O)C=CC2 3-[6-[[4-[[4-(2-fluorophenyl)piperazin-1-yl]methyl]phenyl]methyl]-2-oxo-benzo[cd]indol-1-yl]piperidine-2,6-dione